2-(2-(1-ethoxyvinyl)-7-isopropyl-4-oxopyrazolo[1,5-d][1,2,4]triazin-5(4H)-yl)-N-(pyrimidin-4-yl)acetamide C(C)OC(=C)C1=NN2C(=NN(C(C2=C1)=O)CC(=O)NC1=NC=NC=C1)C(C)C